C(C)(C)(C)N1CCC(CC1)NC1=CC=C(C=C1)C1C(NC(CC1)=O)=O tert-butyl-4-[4-(2,6-dioxo-3-piperidyl)anilino]piperidine